C(C)(=O)O.CCC=CCCCC=CCC=CCC 3,8,11-tetradecatriene acetate